ClCC1=CC=C(C2=CC=CC=C12)CCl 1,4-dichloromethyl-naphthalene